Cl.NCCCNC(=O)C1CCC1 N-(3-aminopropyl)cyclobutanecarboxamide hydrochloride